methyl 2-amino-3-[4-[tert-butoxy carbonyl (methyl)amino]-1-piperidyl]benzoate NC1=C(C(=O)OC)C=CC=C1N1CCC(CC1)N(C)C(=O)OC(C)(C)C